(2Z)-3-amino-3-cyclopropylprop-2-enenitrile N\C(=C/C#N)\C1CC1